4,4,5,5-tetramethyl-2-(3-methylbut-2-en-1-yl)-1,3,2-dioxaborolane CC1(OB(OC1(C)C)CC=C(C)C)C